4-amino-7-fluoro-N-((5S)-2-methoxy-5,8-dihydro-6H-pyrano[3,4-b]pyridin-5-yl)-N,3-dimethyl-3H-pyrazolo[3,4-c]quinoline-8-carboxamide NC1=NC=2C=C(C(=CC2C2=C1N(N=C2)C)C(=O)N(C)[C@@H]2COCC1=NC(=CC=C12)OC)F